C(C1=CC=CC=C1)NC=1C2=C(N=C(N1)N(CCOC)CCOC)C(=NC(=N2)N(CCOC)CCOC)N2CC=1N(CC2)N=CN1 N4-benzyl-8-(5,6-dihydro-[1,2,4]triazolo[1,5-a]pyrazin-7(8H)-yl)-N2,N2,N6,N6-tetrakis(2-methoxyethyl)pyrimido[5,4-d]pyrimidine-2,4,6-triamine